CC=1C(=NC=C(C1)NC1=CC=CC=C1)NC(C)CC(C)C 3-methyl-N2-(4-methylpentan-2-yl)-N5-phenylpyridine-2,5-diamine